(((9H-fluorene-9-yl)methoxy)carbonyl)-L-alanine C1=CC=CC=2C3=CC=CC=C3C(C12)COC(=O)N[C@@H](C)C(=O)O